1,3-dibromo-4,4-dimethyl-2-oxotetrahydro-1H-imidazol-5-one BrN1C(N(C(C1=O)(C)C)Br)=O